5-Chloro-3,7,8,9,10,10a-hexahydro-2H-isochromeno[1,8-cd]azepin-9-ium chloride [Cl-].ClC=1C=C2CCOC3C[NH2+]CCC(=C32)C1